tert-butyl (trans-2S*,3S*)-2-(((2-((S)-benzamido(cyclohexyl)methyl)imidazo[1,2-b]pyridazin-7-yl)methyl) carbamoyl)-3-(trifluoromethyl)piperidine-1-carboxylate C(C1=CC=CC=C1)(=O)N[C@H](C=1N=C2N(N=CC(=C2)CNC(=O)[C@H]2N(CCC[C@@H]2C(F)(F)F)C(=O)OC(C)(C)C)C1)C1CCCCC1 |o1:22,27|